N(=[N+]=[N-])C1(CCC=2C1=NC=C(C2)Br)C(=O)OCC ethyl 7-azido-3-bromo-5H,6H-cyclopenta[b]pyridine-7-carboxylate